O1COC2=C1C=C(C=C2)O benzo[1,2-d][1,3]dioxol-6-ol